4,4'-methylenebis(N-isopropylcyclohexan-1-amine) C(C1CCC(CC1)NC(C)C)C1CCC(CC1)NC(C)C